(3,6-dimethyl-2-oxo-4,5-diphenyl-1(2H)-pyridinyl)carbamic acid ethyl ester C(C)OC(NN1C(C(=C(C(=C1C)C1=CC=CC=C1)C1=CC=CC=C1)C)=O)=O